[Ca+2].C(CCCCCCC\C=C/CCCCCC)(=O)[O-].C(CCCCCCC\C=C/CCCCCC)(=O)[O-] palmitoleic acid, calcium salt